[N].BrC=1C(=CC(=C(C1)N(O)CC1CC1)OC(F)F)S(=O)(=O)C (5-bromo-2-(difluoromethoxy)-4-(methylsulfonyl)phenyl)-N-(cyclopropylmethyl)hydroxylamine nitrogen